C(C=C)(=O)OCCCCCCCCCCP(O)(O)=O acryloyloxydecyl-phosphonic acid